1,2-DIPALMITOYL-SN-glycerol C(CCCCCCCCCCCCCCC)(=O)OC[C@@H](OC(CCCCCCCCCCCCCCC)=O)CO